F[S+](F)F.C(C(C)C)[SH+]C1=CC=CC=C1 isobutylphenyl-sulfonium-perfluorosulfonium salt